2,5-dimethyl-4-methoxy-3(2h)-furanone tert-butyl-(6-(4-(trifluoromethyl)phenyl)spiro[3.3]hept-5-en-2-yl)carbamate C(C)(C)(C)N(C(O)=O)C1CC2(C1)C=C(C2)C2=CC=C(C=C2)C(F)(F)F.CC2OC(=C(C2=O)OC)C